C(CCCCCCCCCCCCCCCCC)OC(CCCCCCCCCCCCCCC(C)C)=O.C(CCCCCCCCCCCCCCC)OC(CCCCCCCCCCCCCCCCC)=O.C(=O)(O)C=1SC=CC1 2-carboxyl-thiophene cetyl-stearate stearyl-isostearate